C(C)C1=CC2=C(NC1=O)CC(OC2)CN2CCN(CC2)C=2C=CC(=NC2F)C(=O)NC=2C=NN(C2)C 5-(4-((3-ethyl-2-oxo-1,5,7,8-tetrahydro-2H-pyrano[4,3-b]pyridin-7-yl)methyl)piperazin-1-yl)-6-fluoro-N-(1-methyl-1H-pyrazol-4-yl)picolinamide